Cl.ClC1=C(C=C(C(=C1)S(N[C@H](C)C1CCN(CC1)C)(=O)=O)F)NC(C1=C(C=CC=C1)C)=O (R)-N-(2-chloro-5-fluoro-4-(N-(1-(1-methyl-piperidin-4-yl)ethyl)sulfamoyl)phenyl)-2-methylbenzamide hydrochloride